NC=1C=2N(C=CN1)C(=C(C2C2C(C(=C(C=C2)C2=NC=CC(=N2)C)F)=O)C2=CC=C(C=C2)NC(C(=C)C)=O)C N-[4-[1-amino-8-[3-fluoro-4-(4-methylpyrimidin-2-yl)oxo-phenyl]-6-methyl-pyrrolo[1,2-a]pyrazin-7-yl]phenyl]-2-methyl-prop-2-enamide